FC(CN1C(=NC2=C1C=C(C=C2)C2=CNC=1N=C(N=CC12)NC1CC(C1)(C(=O)N(C)C)C)C)F (1r,3r)-3-((5-(1-(2,2-difluoroethyl)-2-methyl-1H-benzo[d]imidazol-6-yl)-7H-pyrrolo[2,3-d]pyrimidin-2-yl)amino)-N,N,1-trimethylcyclobutane-1-carboxamide